(1R,2R)-1-(2,5-difluorophenyl)-2-(2-hydroxyethyl)cyclopropane-1-carboxylic acid FC1=C(C=C(C=C1)F)[C@@]1([C@H](C1)CCO)C(=O)O